C(CCC)[N+]1=CC=C(C=C1)C 1-Butyl-4-methylpyridinium